OC1=C(C(=CC=2C(C3=CC=CC=C3OC12)=O)OC)[C@H]1[C@H](O)[C@@H](O)[C@H](O)[C@H](O1)CO 4-hydroxy-2-methoxy-3-beta-D-glucopyranosyl-xanthone